3-(3-(bromomethyl)phenyl)-5-methyl-1,2,4-oxadiazole BrCC=1C=C(C=CC1)C1=NOC(=N1)C